3-hydroxybutyric acid-2,3-dihydroxypropyl ester OC(COC(CC(C)O)=O)CO